9-(2-((2-(1,3-dioxolan-2-yl)ethyl)(methyl)amino)pyrimidin-5-yl)-6,7-dimethoxynaphtho[2,3-c]furan-1(3H)-one O1C(OCC1)CCN(C1=NC=C(C=N1)C1=C2C=C(C(=CC2=CC2=C1C(OC2)=O)OC)OC)C